CC1CCC(COC1=O)C(=C)C The molecule is a terpene lactone that consists of oxepan-2-one bearing methyl and isopropenyl substituents at positions 3 and 6 respectively. It is a monoterpenoid, a terpene lactone and an epsilon-lactone.